NCC=1C=C(C=C(C1)F)C1=NN(C=C1N)C([2H])([2H])[2H] (3-(aminomethyl)-5-fluorophenyl)-1-(methyl-d3)-1H-pyrazol-4-amine